5-bromo-N-(4-bromo-2,5-difluorophenyl)thiophene-2-carboxamide BrC1=CC=C(S1)C(=O)NC1=C(C=C(C(=C1)F)Br)F